FC1(C[C@H](NC1)CN1N=C2N(C(N(CC2=C1)C1CCN(CC1)C1=C(C=CC=C1C)F)=O)CC1=C(C=CC=C1)C(F)(F)F)F 2-((S)-4,4-difluoro-pyrrolidin-2-ylmethyl)-5-[1-(2-fluoro-6-methyl-phenyl)-piperidin-4-yl]-7-(2-trifluoromethyl-benzyl)-2,4,5,7-tetrahydro-pyrazolo[3,4-d]pyrimidin-6-one